N[C@@H](CCCCN)C(=O)OC1(C(C(=O)N)C=C(C=C1)N)C (L)-lysyl-5-amino-o-methylsalicylamide